[6-(2,3-Dihydro-benzo[1,4]dioxin-5-yl)-2-methoxy-pyridin-3-yl]-(3-morpholin-4-ylmethyl-phenyl)-amine O1CCOC2=C1C=CC=C2C2=CC=C(C(=N2)OC)NC2=CC(=CC=C2)CN2CCOCC2